5-acetyl-2-cyclopropyl-6-methyl-4-(thieno[2,3-b]pyridin-3-yl)-1,4-dihydropyridine-3-carboxylic acid cyclopentyl ester C1(CCCC1)OC(=O)C1=C(NC(=C(C1C1=CSC2=NC=CC=C21)C(C)=O)C)C2CC2